BrC1=CC(=C(C=C1)NC1N(C(C2=CN(C(C(=C2C1)F)=O)C)=O)OCCOC(C)(C)C)F ((4-bromo-2-fluorophenyl)amino)-2-(2-(tert-butoxy)ethoxy)-5-fluoro-7-methyl-3,4-dihydro-2,7-naphthyridine-1,6(2H,7H)-dione